FC1=CC=C2CCN(C2=C1)C(=O)N1CCC(CC1)(C(=O)O)CC(=O)N(C1=CC(=CC=C1)F)C1=C(C=CC=C1)F 1-(6-fluoroindoline-1-carbonyl)-4-(2-((2-fluorophenyl)(3-fluorophenyl)amino)-2-oxoethyl)piperidine-4-carboxylic acid